(1s,4s)-4-[2-({4-[(tert-butoxycarbonyl)aminosulfonyl]-2-fluorophenyl}amino)pyrimidin-5-yl]cyclohexyl imidazole-1-carboxylate N1(C=NC=C1)C(=O)OC1CCC(CC1)C=1C=NC(=NC1)NC1=C(C=C(C=C1)S(=O)(=O)NC(=O)OC(C)(C)C)F